ClCCC(=O)N1CCC(CC1)C1=NOC2=C1C=CC(=C2)F 3-chloro-1-[4-(6-fluoro-1,2-benzisoxazolyl)piperidin-1-yl]-1-propanone